N1C[C@H](CCC1)NC1=NC=C(C(=N1)C=1C=C(NC1)C(=O)NC=1SC=CN1)C(F)(F)F 4-(2-{[(3S)-piperidin-3-yl]amino}-5-(trifluoromethyl)pyrimidin-4-yl)-N-(1,3-thiazol-2-yl)-1H-pyrrol-2-carboxamide